OC1=C2C(C=C(OC2=C(C(=C1O)OC)OC)C1=CC(=C(C=C1)OC)OC)=O 5,6-Dihydroxy-7,8,3',4'-tetramethoxyflavone